(S)-5-bromo-N2-(4-(3,4-dimethylpiperazin-1-yl)-2-methoxy-5-methylphenyl)-N4-(1-(methylsulfonyl)indolin-7-yl)pyrimidine-2,4-diamine BrC=1C(=NC(=NC1)NC1=C(C=C(C(=C1)C)N1C[C@@H](N(CC1)C)C)OC)NC=1C=CC=C2CCN(C12)S(=O)(=O)C